(S)-N-[(1S)-3-(1,3-dioxan-2-yl)-1-[2-(isopropylsulfanyl)phenyl]propyl]-2-methylpropane-2-sulfinamide O1C(OCCC1)CC[C@@H](C1=C(C=CC=C1)SC(C)C)N[S@@](=O)C(C)(C)C